ClC=1C=C2C(=CN1)N(C(=C2)C=2C(=NC=C(C2)F)OCC)C 3-{5-chloro-1-methylpyrrolo[2,3-c]pyridin-2-yl}-2-ethoxy-5-fluoropyridine